FC1=C(C(=O)C2=CNC3=NC=C(C=C32)C=3C=NC(=NC3)OC)C(=CC=C1NS(N(C)CCCF)(=O)=O)F 3-[2,6-difluoro-3-[[3-fluoropropyl(methyl)sulfamoyl]amino]benzoyl]-5-(2-methoxypyrimidin-5-yl)-1H-pyrrolo[2,3-b]pyridine